4-(4-fluorophenyl)piperidin-2-one FC1=CC=C(C=C1)C1CC(NCC1)=O